N-isopropyl-hepteneamide C(C)(C)NC(C=CCCCC)=O